C1=CC=CC=2C3=CC=C4C=CC=CC4=C3C=CC12 Chrysen